NCCCO[Si](OC)(OC)CCCN aminoethyl-aminopropyl-triMethoxysilane